3-benzoyl-5,7-di(allyloxy)coumarin C(C1=CC=CC=C1)(=O)C=1C(OC2=CC(=CC(=C2C1)OCC=C)OCC=C)=O